C1(CC1)OC1=C(CN)C=CC=C1 2-(cyclopropoxy)-benzylamine